(5R,6S)-6-phenyl-5-(4-(4-(piperazin-1-ylmethyl)piperidin-1-yl)phenyl)-5,6,7,8-tetrahydronaphthalen-2-ol C1(=CC=CC=C1)[C@@H]1[C@@H](C=2C=CC(=CC2CC1)O)C1=CC=C(C=C1)N1CCC(CC1)CN1CCNCC1